ClC1=CC(=C(C=C1C)N(C(=O)[C@H]1N(S(N(C1)C)(=O)=O)C1=NC(=CC(=C1)C(F)(F)F)C)C)C (S)-N-(4-chloro-2,5-dimethylphenyl)-N,5-dimethyl-2-(6-methyl-4-(trifluoromethyl)pyridin-2-yl)-1,2,5-thiadiazolidine-3-carboxamide 1,1-dioxide